{3-[2-fluoro-3-(trifluoromethyl)phenyl]-7-hydroxyquinolin-4-yl}methanone FC1=C(C=CC=C1C(F)(F)F)C=1C=NC2=CC(=CC=C2C1C=O)O